Racemic-6-chloro-3-((1-(2-((4-chloro-3-(trifluoromethoxy)benzyl)thio)-3,6-dimethyl-4-oxo-3,4-dihydroquinazolin-8-yl)ethyl)amino)picolinic acid ClC1=CC=C(C(=N1)C(=O)O)N[C@H](C)C=1C=C(C=C2C(N(C(=NC12)SCC1=CC(=C(C=C1)Cl)OC(F)(F)F)C)=O)C |r|